CC1=C(C=CC(=C1)C)S(=O)(=O)C1=NNN2C1=NC(C1=CC=C(C=C21)N2CC1(C2)CC(C1)O)=O 3-(2,4-dimethylbenzenesulfonyl)-8-{6-hydroxy-2-azaspiro[3.3]heptan-2-yl}-1H,5H-[1,2,3]triazolo[1,5-a]quinazolin-5-one